(((tert-butyldiphenylsilyl)oxy)methyl)-5-oxopiperidine-1-carboxylic acid benzyl ester C(C1=CC=CC=C1)OC(=O)N1C(CCC(C1)=O)CO[Si](C1=CC=CC=C1)(C1=CC=CC=C1)C(C)(C)C